NCCC1=CC(O)=C(O)C=C1.[Co].[Cu] copper cobalt dopamine